O1CCN(CC1)C=1C=C(C=C(C1)C(F)(F)F)NC(=O)C1=CSC=2CNCCC21 N-[3-morpholino-5-(trifluoromethyl)phenyl]-4,5,6,7-tetrahydrothieno[2,3-c]pyridine-3-carboxamide